5-(5-(3,3-dimethylcyclopent-1-en-1-yl)-6-methylpyridazin-3-yl)pyrimidine-2,4(1H,3H)-dione CC1(C=C(CC1)C=1C=C(N=NC1C)C=1C(NC(NC1)=O)=O)C